1-allyl-4-hydroxy-N-(4H-1,2,4-triazol-3-yl)-1H-2,1-benzothiazine-3-carboxamide C(C=C)N1SC(=C(C2=C1C=CC=C2)O)C(=O)NC2=NN=CN2